C(CCC)C(C(=O)OCCCCCCCCCN(CCO)CCCCCCOC(CCC(OCCCC\C=C/CC)OCCCC\C=C/CC)=O)CCCCCC 9-((6-((4,4-bis(((Z)-oct-5-en-1-yl)oxy)butanoyl)oxy)hexyl)(2-hydroxyethyl)amino)nonyl 2-butyloctanoate